ClC=1N=CN(C1)COCC[Si](C)(C)C 2-[(4-chloroimidazol-1-yl)methoxy]ethyl-trimethyl-silane